FC1=C(OC=2N(C3=C(C=NC(=C3)C3=NN(C=N3)COCC[Si](C)(C)C)N2)[C@H]2C[C@H](CCC2)NC(OC(C)(C)C)=O)C=CC=C1 tert-butyl ((1S,3R)-3-(2-(2-fluorophenoxy)-6-(1-((2-(trimethylsilyl)ethoxy)methyl)-1H-1,2,4-triazol-3-yl)-1H-imidazo[4,5-c]pyridin-1-yl)cyclohexyl)carbamate